3-(4-chloro-3-fluorophenyl)-5-(2-(3,3-difluoroazetidin-1-yl)-2-oxoethyl)thieno[3,2-c]pyridin-4(5H)-one ClC1=C(C=C(C=C1)C1=CSC2=C1C(N(C=C2)CC(=O)N2CC(C2)(F)F)=O)F